Cl.NC=1C=C(C=CC1Cl)B(O)O (3-AMINO-4-CHLOROPHENYL)BORONIC ACID HYDROCHLORIDE